(R,E)-N-(2-(1-(4-((1-(hydroxymethyl)cyclobutyl)amino)-5-oxido-6,7-dihydro-thieno[3,2-d]pyrimidin-2-yl)piperidin-4-yl)pyrimidin-5-yl)-4-(4-methoxyphenyl)-4-oxobut-2-enamide OCC1(CCC1)NC=1C2=C(N=C(N1)N1CCC(CC1)C1=NC=C(C=N1)NC(\C=C\C(=O)C1=CC=C(C=C1)OC)=O)CC[S@]2=O